(R)-6-chloro-N4-(1-(2,4-dichlorophenyl)ethyl)-2-methylpyridine-3,4-diamine ClC1=CC(=C(C(=N1)C)N)N[C@H](C)C1=C(C=C(C=C1)Cl)Cl